C1(CC1)CN1N=C2C3=C(CC4(C2=C1)CC4)OC(=C3C)C(=O)NC[C@H]3OCCC3 2'-(cyclopropylmethyl)-8'-methyl-N-[(2S)-tetrahydrofuran-2-ylmethyl]-2',5'-dihydrospiro[cyclopropane-1,4'-furo[2,3-g]indazole]-7'-carboxamide